phenyl (5-(tert-butyl)pyridin-2-yl)carbamate C(C)(C)(C)C=1C=CC(=NC1)NC(OC1=CC=CC=C1)=O